C(C(=O)O)(=O)N[C@@H](CCCCN)C(=O)O Oxalyl-Lysine